CN1C(=CC2=CC=CC=C12)C(C)OC1=CC=C(C=C1)S(=O)(=O)C 1-methyl-2-(1-(4-(methylsulfonyl)phenoxy)ethyl)-1H-indole